N-((cis)-3-(5-chloro-2-cyanophenyl)cyclobutyl)-1-((S)-1-(6-methyl-5-((1R,5S)-2-oxo-3-azabicyclo[3.1.0]hexan-3-yl)pyrazin-2-yl)ethyl)-1H-1,2,3-triazole-4-carboxamide ClC=1C=CC(=C(C1)[C@H]1C[C@H](C1)NC(=O)C=1N=NN(C1)[C@@H](C)C1=NC(=C(N=C1)N1C([C@@H]2C[C@@H]2C1)=O)C)C#N